ClC1=CC2=C(C=N1)C(=NN2CC(F)(F)F)N2CC(C2)OC 6-chloro-3-(3-methoxyazetidin-1-yl)-1-(2,2,2-trifluoroethyl)pyrazolo[4,3-c]pyridine